6-[5-[(1S)-1-[[6-chloro-8-(trifluoromethyl)quinazolin-4-yl]-methyl-amino]ethyl]-1,2,4-triazol-1-yl]-N'-hydroxy-pyridine-3-carboxamidine ClC=1C=C2C(=NC=NC2=C(C1)C(F)(F)F)N([C@@H](C)C1=NC=NN1C1=CC=C(C=N1)C(=NO)N)C